3-[4-[(4-isobutyltriazol-1-yl)methyl]phenyl]-5-(trifluoromethyl)-1,2,4-oxadiazole C(C(C)C)C=1N=NN(C1)CC1=CC=C(C=C1)C1=NOC(=N1)C(F)(F)F